1-butyl-imidazole aminopimelate NC(C(=O)O)CCCCC(=O)O.C(CCC)N1C=NC=C1